N1(CCOCC1)CC1=CC=C(C=C1)C=1C=C2CC3(C(NC2=CC1)=O)CN(CC3)C#N 6'-(4-(Morpholinylmethyl)phenyl)-2'-oxo-1',4'-dihydro-2'H-spiro[pyrrolidine-3,3'-quinoline]-1-carbonitrile